[O-]P([O-])(=O)OP(=O)([O-])[O-].[Ca+2].[Zn+2] zinc calcium pyrophosphate